N1(CCC1)C1=CC2=C(C=C(O2)C(=O)NS(=O)(=O)C2=C(C=CC=C2CC)OCC2=CC=CC=C2)C(=C1)F 6-(Azetidin-1-yl)-N-[2-(benzyloxy)-6-ethylbenzene-1-sulfonyl]-4-fluoro-1-benzofuran-2-carboxamide